C1(CC1)N1C=C(C2=C1C=NN(C2=O)CC(=O)N[C@@H](C)C2=CC=C(C=C2)C)C (S)-2-(1-cyclopropyl-3-methyl-4-oxo-1,4-dihydro-5H-pyrrolo[2,3-d]pyridazin-5-yl)-N-(1-(p-tolyl)ethyl)acetamide